tert-butyl N-[4-[[5-[1-(2,6-dioxo-3-piperidyl)-3-methyl-2-oxo-benzimidazol-5-yl]pentyl-methyl-amino]methyl]-1-bicyclo[2.2.2]octanyl]carbamate O=C1NC(CCC1N1C(N(C2=C1C=CC(=C2)CCCCCN(C)CC21CCC(CC2)(CC1)NC(OC(C)(C)C)=O)C)=O)=O